N-[2-amino-5-(4-fluorophenyl)phenyl]-6-(methylsulfonimidoyl)pyridazine-3-carboxamide NC1=C(C=C(C=C1)C1=CC=C(C=C1)F)NC(=O)C=1N=NC(=CC1)S(=O)(=N)C